(1-bromoethyl)-8-(4-fluorophenyl)-7-methyl-3,4-dihydro-2H,6H-pyrano[3,2-g]chromen-6-one BrC(C)C1OC2=CC3=C(C=C2CC1)C(C(=C(O3)C3=CC=C(C=C3)F)C)=O